2-(ethoxymethyl)-1H-imidazo[4,5-c]quinolin-4-amine C(C)OCC=1NC2=C(C(=NC=3C=CC=CC23)N)N1